1-(((1r,4r)-4-(hydroxymethyl)cyclohexyl)methyl)-1-methyl-3,3-diphenylurea OCC1CCC(CC1)CN(C(=O)N(C1=CC=CC=C1)C1=CC=CC=C1)C